C(CCCCCCCCCCCCCCC)OCC(CO)O 3-(hexadecyloxy)-1,2-propanediol